C(CCC)N1C(=NC2=C1C=CC=C2)NCC=2C=NC(=CC2)OC 1-butyl-N-((6-methoxypyridin-3-yl)methyl)-1H-benzo[d]imidazol-2-amine